BrC1=NN(C(N1[C@@H](C(=O)N)C)=O)CC1=CC(=C(C=C1)OC)OC (2R)-2-[3-bromo-1-[(3,4-dimethoxyphenyl)methyl]-5-oxo-1,2,4-triazol-4-yl]propanamide